C(C)C(C(=O)O)(CCCCC)C ethyl-α-methyl-heptanoic acid